N1[C@@H]2[C@@H](OCC1)CN(CC2)C2=C(C=NC1=CC=C(C=C21)C2=NC=CC(=C2N)/C=N/OC)C2=CC(=CC(=C2)F)Cl 2-{4-[(4as,8as)-octahydro-1H-pyrido[3,4-b][1,4]oxazin-6-yl]-3-(3-chloro-5-fluorophenyl)quinolin-6-yl}-4-[(1E)-(methoxyimino)methyl]pyridin-3-amine